FC([C@H]1N(C(CC1)=O)C=1N=C2N(CCOC3=C2C=CC(=C3)N[C@H](C(=O)N)C)C1)F (S)-2-((2-((S)-2-(Difluoromethyl)-5-oxopyrrolidin-1-yl)-5,6-dihydrobenzo[f]imidazo[1,2-d][1,4]oxazepin-9-yl)amino)propanamide